7-((1R,3s,5S,6r)-6-(1-ethyl-3-(5-fluoropyridin-3-yl)-1H-pyrazol-5-yl)bicyclo[3.1.0]hexan-3-yl)-2-thia-7-azaspiro[3.5]nonane 2,2-dioxide C(C)N1N=C(C=C1C1[C@H]2CC(C[C@@H]12)N1CCC2(CS(C2)(=O)=O)CC1)C=1C=NC=C(C1)F